O=C(C(=O)OCC)C1=CC=2SC3=CC=CC=C3SC2C=C1 ethyl 2-oxo-2-thianthrene-2-ylacetate